5-[(6S,7S)-7-amino-3-(benzyloxy)-6-{[tert-butyl(dimethyl)silyl]oxy}-1-fluoro-5,6,7,8-tetrahydronaphthalen-2-yl]-1λ6,2,5-thiadiazolidine-1,1,3-trione N[C@@H]1[C@H](CC=2C=C(C(=C(C2C1)F)N1CC(NS1(=O)=O)=O)OCC1=CC=CC=C1)O[Si](C)(C)C(C)(C)C